1,3-di-butyl-6-methylbenzene C(CCC)C1=CC(=CC=C1C)CCCC